1-(3-chloro-5-methyl-6,7,8,9-tetrahydropyrido[3,2-b]indolizin-7-yl)-2-oxopiperidin ClC1=CC=2C(=C3CC(CCN3C2N=C1)N1C(CCCC1)=O)C